2-(6-(4-(2-(trifluoromethyl)phenoxy)piperidin-1-yl)pyridazin-3-yl)-5-methyl-1,3,4-thiadiazole FC(C1=C(OC2CCN(CC2)C2=CC=C(N=N2)C=2SC(=NN2)C)C=CC=C1)(F)F